CCCCCCCC/C=C\CCCCCCCCCC(=O)O[C@H](COC(=O)CC/C=C\C/C=C\C/C=C\C/C=C\C/C=C\C/C=C\CC)COP(=O)([O-])OCC[N+](C)(C)C 1-(4Z,7Z,10Z,13Z,16Z,19Z-docosahexaenoyl)-2-(11Z-eicosenoyl)-glycero-3-phosphocholine